5-FLUORO-2,3-DIHYDROBENZOFURAN-7-CARBOXALDEHYDE FC=1C=C(C2=C(CCO2)C1)C=O